5-Chloro-N-(3-chloro-4-(trifluoromethyl)phenyl)-3-(N-(4-ethoxy-3-methoxyphenyl)-N-methylsulfamoyl)thiophene-2-carboxamide ClC1=CC(=C(S1)C(=O)NC1=CC(=C(C=C1)C(F)(F)F)Cl)S(N(C)C1=CC(=C(C=C1)OCC)OC)(=O)=O